C(C)(C)(C)N[Si](C1C(=C(C2=C1SC(=C2C)C)C)C)(C)C N-tert-butyl-1,1-dimethyl-1-(2,3,4,5-tetramethyl-6H-cyclopenta[b]thiophen-6-yl)silanamine